CC1CC2=CC(CN2C1)C 2,6-dimethyl-Tetrahydro-1H-pyrrolizine